1,3-dioxoisoindoline-2-ylcyclohexanecarboxylate O=C1N(C(C2=CC=CC=C12)=O)C1(CCCCC1)C(=O)[O-]